NC1=CC(=C(C#N)C=C1C#CC(C)(C)O)OC 4-amino-5-(3-hydroxy-3-methylbut-1-yn-1-yl)-2-methoxybenzonitrile